C(#N)C1=CC=C(C=C1)C1=C(C=C(C=C1)C(F)(F)F)NS(=O)(=O)C=1C=C(C(=O)O)C=CC1OC 3-(N-(4'-cyano-4-(trifluoromethyl)-[1,1'-biphenyl]-2-yl)sulfamoyl)-4-methoxybenzoic acid